C(=O)=C(CC(=O)N)C1=C(C(=C(C=C1)OC)OC)OC 3-carbonyl-3-(2,3,4-trimethoxyphenyl)propionamide